(R)-6-(2-hydroxy-4-phenylbutyryl)-2-(1-phenylcyclopropyl)-5,6,7,8-tetrahydropyrido[4,3-d]pyrimidin-4(3H)-one O[C@@H](C(=O)N1CC2=C(N=C(NC2=O)C2(CC2)C2=CC=CC=C2)CC1)CCC1=CC=CC=C1